OC1=C(C(=NN1C)C)C(=O)C=1C=CC2=C(NSN(C2)C(C)C)C1 7-(5-hydroxy-1,3-dimethyl-1H-pyrazole-4-carbonyl)-3-isopropyl-1H-benzo[c][1,2,6]thiadiazine